8-{3-[(1E)-3-Hydroxy-1-octen-1-yl]-2-oxiranyl}octanoic acid OC(/C=C/C1C(O1)CCCCCCCC(=O)O)CCCCC